FC1(C[C@@H](NC1)C(=O)N[C@@H]1CN(CC[C@H]1C1=CC(=CC=C1)F)C(=O)C=1C=2N(C=CC1)C=NC2)F (R)-4,4-difluoro-N-((3S,4S)-4-(3-fluorophenyl)-1-(imidazo[1,5-a]pyridine-8-carbonyl)piperidin-3-yl)pyrrolidine-2-carboxamide